(1R,3s,5S)-8-((4-(Difluoromethoxy)phenyl)sulfonyl)-N-methyl-N-(tetrahydro-2H-pyran-4-yl)-8-azabicyclo[3.2.1]octan-3-amine FC(OC1=CC=C(C=C1)S(=O)(=O)N1[C@H]2CC(C[C@@H]1CC2)N(C2CCOCC2)C)F